1-phosphonobutane-1,2,4-tricarboxylic acid P(=O)(O)(O)C(C(CCC(=O)O)C(=O)O)C(=O)O